CC=1C(=NC(=CC1O)OCC1OCCCC1)COCC1=CC(=CC=C1)CCC 3-methyl-2-(((3-propylbenzyl)oxy)methyl)-6-((tetrahydro-2H-pyran-2-yl)methoxy)pyridin-4-ol